(4-aminopiperidin-1-yl)-N-(2-fluoro-6-(1H-pyrazol-1-yl)benzyl)-9-isopropyl-9H-purin-6-amine hydrochloride Cl.NC1CCN(CC1)C1=NC(=C2N=CN(C2=N1)C(C)C)NCC1=C(C=CC=C1N1N=CC=C1)F